6-(6-[[(1R,2R,3S,5S)-2-Fluoro-8-azabicyclo[3.2.1]octan-3-yl](methyl)amino]-1,2,4-triazin-3-yl)-7-hydroxy-2-methylphthalazin-1-one F[C@@H]1[C@H]2CC[C@@H](C[C@@H]1N(C1=CN=C(N=N1)C=1C=C3C=NN(C(C3=CC1O)=O)C)C)N2